ClC1=NC=C(C(=N1)C=1C=C(C=C(C1)Cl)C1=CC=CC=C1)Cl 2,5-dichloro-4-(5-chloro-[1,1'-biphenyl]-3-yl)pyrimidine